2-methoxy-4-(4-morpholin-4-ylpiperidin-1-yl)-aniline COC1=C(N)C=CC(=C1)N1CCC(CC1)N1CCOCC1